ClC=1C=C(C=CC1F)NC(N(C)[C@H]1CSCC=2NC(C=3C=C(C=CC3C21)F)=O)=O (R)-3-(3-chloro-4-fluorophenyl)-1-(8-fluoro-6-oxo-1,4,5,6-tetrahydro-2H-thiopyrano[3,4-c]isoquinolin-1-yl)-1-methylurea